2-(2,6-dioxopiperidin-3-yl)-4-(2-(3-(3-iodopropoxy)propoxy)ethylthio)isoindoline O=C1NC(CCC1N1CC2=CC=CC(=C2C1)SCCOCCCOCCCI)=O